(N,N-dimethylmyristylammonium) acetate C(C)(=O)[O-].C[NH+](C)CCCCCCCCCCCCCC